5-(2,4-dihydroxybenzylidene)-3-(4-fluorophenyl)-1-methyl-2-selenoxoimidazolidin-4-one OC1=C(C=C2C(N(C(N2C)=[Se])C2=CC=C(C=C2)F)=O)C=CC(=C1)O